2,7-bis(2-dimethylaminoethoxy)fluoren-9-one CN(CCOC1=CC=2C(C3=CC(=CC=C3C2C=C1)OCCN(C)C)=O)C